C(C)OC(C1=C(C=CC=C1)C(=O)C=1C(=NC=CC1)ON=C(C)C)OCC [2-(diethoxymethyl)phenyl]{2-[(propan-2-ylideneamino)oxy]pyridine-3-yl}methanone